perchloropyridazine ClC=1N=NC(=C(C1Cl)Cl)Cl